The molecule is an acyl-CoA(4-) obtained by deprotonation of the phosphate and diphosphate OH groups of hydrocaffeoyl-CoA; major species at pH 7.3. It is a conjugate base of a dihydrocaffeoyl-CoA. CC(C)(COP(=O)([O-])OP(=O)([O-])OC[C@@H]1[C@H]([C@H]([C@@H](O1)N2C=NC3=C(N=CN=C32)N)O)OP(=O)([O-])[O-])[C@H](C(=O)NCCC(=O)NCCSC(=O)CCC4=CC(=C(C=C4)O)O)O